6-(hydroxymethyl)nicotinic acid OCC1=NC=C(C(=O)O)C=C1